[1-[4-[methyl(tetra-hydropyran-4-yl)amino]-5-oxido-6,7-dihydro-thieno[3,2-d]pyrimidin-5-ium-2-yl]azetidin-3-yl] 1,1-dioxothiane-4-carboxylate O=S1(CCC(CC1)C(=O)OC1CN(C1)C=1N=C(C2=C(N1)CC[S+]2[O-])N(C2CCOCC2)C)=O